CC1=C(C=CC(=C1)OC1=CC=CC=C1)C=1C=C2CNCC2=CC1 5-(2-methyl-4-phenoxyphenyl)isoindolin